C1(CC1)N1C(C(C(CC1)=O)=CN(C)C)=O 1-cyclopropyl-3-((dimethylamino)methylene)piperidin-2,4-dione